N1(CCC1)CC1=C(CNC2=CC(=C(C(=C2)F)S(=O)(=O)NC=2N=CSC2)F)C(=CC=C1F)F 4-((2-(azetidin-1-ylmethyl)-3,6-difluorobenzyl)amino)-2,6-difluoro-N-(thiazol-4-yl)benzenesulfonamide